7-methoxy-6,11-dioxo-1,2,3,4,6,11-hexahydrotetracene-2-carboxamide COC1=C2C(C=3C=C4CCC(CC4=CC3C(C2=CC=C1)=O)C(=O)N)=O